5-[4-(6-methoxypyrazin-2-yl)-1,2,3-triazol-1-yl]-1-oxo-3H-isoindol-2-ylpiperidine-2,6-dione COC1=CN=CC(=N1)C=1N=NN(C1)C=1C=C2CN(C(C2=CC1)=O)N1C(CCCC1=O)=O